COC1=C(CNC=2C3=C(N=CN2)C(=CN3)C(C)C)C=CC(=C1)OC N-(2,4-dimethoxybenzyl)-7-isopropyl-5H-pyrrolo[3,2-d]pyrimidin-4-amine